CN1N=C(C=C1[N+](=O)[O-])[N+](=O)[O-] 1-methyl-3,5-dinitro-1H-pyrazole